ClC1=C(C2=CN(N=C2C(=C1F)NC(C)C)C1OCCCC1)C=1N=CC=2N(C1)C=C(N2)NC(=O)[C@H]2[C@H](C2)F (1S,2S)-N-(6-(5-chloro-6-fluoro-7-(isopropylamino)-2-(tetrahydro-2H-pyran-2-yl)-2H-indazol-4-yl)imidazo[1,2-a]pyrazin-2-yl)-2-fluorocyclopropane-1-carboxamide